NC1=NC(=CC(=[N+]1[O-])N)N1CCCCC1 2,4-diamino-6-piperidyl-pyrimidine-3-oxide